C(C)N1N(C(=CC1=O)C(=O)O)C1=NC=CC=C1Cl.C(C)OC(=O)C=1N(NC(C1)=O)C1=NC=CC=C1Cl ethyl-2-(3-chloropyridin-2-yl)-5-oxo-2,5-dihydro-1H-pyrazole-3-carboxylate (ethyl 2-(3-chloropyridin-2-yl)-5-oxo-2,5-dihydro-1H-pyrazole-3-carboxylate)